C(C)(C)(C)OC(=O)N1CC2(C1)CCC(CC2)CN2CCN(CC2)C(=O)OCC2=CC=CC=C2 7-([4-[(benzyloxy)carbonyl]piperazin-1-yl]methyl)-2-azaspiro[3.5]nonane-2-carboxylic acid tert-butyl ester